6-Amino-2-fluoro-3-(3-hydroxy-3-methyl-1',2'-dihydrospiro[cyclobutane-1,3'-pyrrolo[2,3-b]pyridin]-5'-yl)-N,N-dimethylbenzamide NC1=CC=C(C(=C1C(=O)N(C)C)F)C=1C=C2C(=NC1)NCC21CC(C1)(C)O